(3-((8-((1-(2-methoxyethyl)-1H-pyrazol-4-yl)amino)imidazo[1,2-a]pyrazin-3-yl)ethynyl)-4-methylphenyl)-3-(trifluoromethyl)benzamide COCCN1N=CC(=C1)NC=1C=2N(C=CN1)C(=CN2)C#CC=2C=C(C=CC2C)C2=C(C(=O)N)C=CC=C2C(F)(F)F